C[C@H]1[C@@H]([C@H]([C@H]([C@@H](O1)O[C@@H]2[C@H]([C@H](CO[C@H]2OC3=C(OC4=CC(=CC(=C4C3=O)O)O)C5=CC(=C(C=C5)O)O)O)O)O)O)O The molecule is a quercetin O-glycoside that is quercetin attached to a alpha-L-rhamnopyranosyl-(1->2)-alpha-L-arabinopyranosyl residue at position 3 via a glycosidic linkage. It has been isolated from Brassica nigra. It has a role as a plant metabolite. It is a quercetin O-glycoside, a tetrahydroxyflavone and a disaccharide derivative.